(1s,4s)-4-((5-(1-(2,2-difluoroethyl)-4-fluoro-1H-benzo[d][1,2,3]triazol-6-yl)-4-methoxypyrrolo[2,1-f][1,2,4]triazin-2-yl)amino)-1-methylcyclohexan-1-ol FC(CN1N=NC2=C1C=C(C=C2F)C=2C=CN1N=C(N=C(C12)OC)NC1CCC(CC1)(O)C)F